ClC1=C(C=CC(=C1)Cl)C(C=CC1=CC=CC=C1)=O 1-(2,4-Dichlorophenyl)-3-phenyl-2-propen-1-one